FC1=CC=C(C=2N=C(SC21)N)C2=C(C=1N=C(N=C(C1C=N2)N2CCNCC2)OC[C@H]2N(CCC2)C)F 7-fluoro-4-(8-fluoro-2-{[(2S)-1-methylpyrrolidin-2-yl]methoxy}-4-(piperazin-1-yl)pyrido[4,3-d]pyrimidin-7-yl)-1,3-benzothiazol-2-amine